4-[(Z)-2-(2,3-dimethylphenyl)-2-[1-(triphenylmethyl)imidazol-4-yl]ethenyl]-2-methyl-1,3-oxazole CC1=C(C=CC=C1C)/C(=C/C=1N=C(OC1)C)/C=1N=CN(C1)C(C1=CC=CC=C1)(C1=CC=CC=C1)C1=CC=CC=C1